F[C@@H]1CN(C[C@H](C1)NC1=NC=CC(=N1)C1=C(N=C(S1)C)OC=1C=NC(=C(C1)F)NS(=O)(=O)CC(F)(F)F)C(=O)OC(C)(C)C tert-butyl (3S,5S)-3-fluoro-5-[[4-[4-[[5-fluoro-6-(2,2,2-trifluoroethylsulfonylamino)-3-pyridyl]oxy]-2-methyl-thiazol-5-yl]pyrimidin-2-yl]amino]piperidine-1-carboxylate